N1=C(C=NC=C1)C=1C(=NC=CC1)N1CCN(CC1)C1CC2(CN(C2)C(=O)OCC#CC)CC1 But-2-ynyl 6-[4-(3-pyrazin-2-yl-2-pyridyl)piperazin-1-yl]-2-azaspiro[3.4]octane-2-carboxylate